ClC1=C(C=CC=C1)[C@@H](C(=O)N1CC2=NN(C=C2C1)S(=O)(=O)C=1C=NN(C1)CCF)CO (2R)-2-(2-chlorophenyl)-1-{2-[1-(2-fluoroethyl)pyrazol-4-ylsulfonyl]-4H,6H-pyrrolo[3,4-c]pyrazol-5-yl}-3-hydroxypropan-1-one